2-((5-phenylpyrimidin-4-yl)amino)butanoic acid C1(=CC=CC=C1)C=1C(=NC=NC1)NC(C(=O)O)CC